C(C)(C)C1=C(NC2=CC=C(C=C12)C1=CC(N(CC1)C(=O)OC(C)(C)C)=O)C1=CC(=NC=C1)C tert-butyl 4-(3-isopropyl-2-(2-methylpyridin-4-yl)-1H-indol-5-yl)-2-oxo-5,6-dihydropyridine-1(2H)-carboxylate